ClC1=CN(C2=CC=C(C=C12)CNCC(CO)O)C1=NOC(=N1)C1=CC(=C(C=C1)OC(C)C)Cl 3-(((3-chloro-1-(5-(3-chloro-4-isopropoxyphenyl)-1,2,4-oxadiazol-3-yl)-1H-indol-5-yl)methyl)amino)propane-1,2-diol